I[B] iodo-boron